2-{[(9Z)-3,3-dimethyl-10-oxo-1,2,3,4,9,10-hexahydrophenanthren-9-ylidene]amino}-3-(4-phenylphenyl)propionic acid CC1(CCC=2C(\C(\C3=CC=CC=C3C2C1)=N/C(C(=O)O)CC1=CC=C(C=C1)C1=CC=CC=C1)=O)C